bis(3,5-dinitrophenyl)thiourea [N+](=O)([O-])C=1C=C(C=C(C1)[N+](=O)[O-])NC(NC1=CC(=CC(=C1)[N+](=O)[O-])[N+](=O)[O-])=S